(Z)-Phenylacetaldehyde oxime C1(=CC=CC=C1)C\C=N/O